2-chloro-4'-(4-propylcyclohexyl)-[1,1'-biphenyl]-4-amine ClC1=C(C=CC(=C1)N)C1=CC=C(C=C1)C1CCC(CC1)CCC